ClC1=CC=C(OC2=C(C=C(CCN(C(OC(C)(C)C)=O)CCC=O)C=C2)F)C=C1 tert-butyl (4-(4-chlorophenoxy)-3-fluorophenethyl)(3-oxopropyl)carbamate